C(C1=CC=CC=C1)OC1=C(C=C2C(C=CN3C2=C1OCC3C)=O)F 10-(benzyloxy)-9-fluoro-3-methyl-2H-[1,4]oxazino[2,3,4-ij]quinolin-7(3H)-one